monofluorotrichloromethane FC(Cl)(Cl)Cl